1,4-dinitropyrene [N+](=O)([O-])C1=CC=C2C(=CC3=CC=CC4=CC=C1C2=C34)[N+](=O)[O-]